tert-butyl (2R,3R)-2-methyl-3-(4-(4,4,5,5-tetramethyl-1,3,2-dioxaborolan-2-yl)phenyl)morpholine-4-carboxylate C[C@@H]1[C@H](N(CCO1)C(=O)OC(C)(C)C)C1=CC=C(C=C1)B1OC(C(O1)(C)C)(C)C